C[C@@H]1O[C@@H](CN(C1)C1=NC=C2N1C1=CC(=CC=C1N=C2)C=2C=CC(=NC2)N2CCC(CC2)N(C)C)C 1-(5-(1-((2S,6R)-2,6-dimethylmorpholino)imidazo[1,5-a]quinoxalin-8-yl)pyridin-2-yl)-N,N-dimethylpiperidin-4-amine